1,3-diisopropylimidazole chloride [Cl-].C(C)(C)N1CN(C=C1)C(C)C